C(C)N1CCN(CC1)C=1C(=C2C(=CN1)NC(=C2C(C)C)C=2C=C(C=1N(C2)N=CN1)OC)F 6-(5-(4-ethylpiperazin-1-yl)-4-fluoro-3-isopropyl-1H-pyrrolo[2,3-c]pyridin-2-yl)-8-methoxy-[1,2,4]triazolo[1,5-a]pyridine